(S)-2-(chloromethyl)-1-(oxetan-2-ylmethyl)-4-(pyridin-3-yloxy)-1H-benzo[d]imidazole-6-carboxylic acid methyl ester COC(=O)C=1C=C(C2=C(N(C(=N2)CCl)C[C@H]2OCC2)C1)OC=1C=NC=CC1